CC1=NC2=C(N1C1CC(C1)(C)O)C(=CC(=C2)O)C(F)(F)F 2-methyl-1-[(cis)-3-hydroxy-3-methylcyclobutyl]-7-(trifluoromethyl)-1H-1,3-benzimidazol-5-ol